2-(2-((5-(1-aminoisoquinolin-7-yl)-2-cyclobutyl-2H-indazol-3-yl)methoxy)-5-methylphenyl)acetic acid NC1=NC=CC2=CC=C(C=C12)C1=CC2=C(N(N=C2C=C1)C1CCC1)COC1=C(C=C(C=C1)C)CC(=O)O